C(C)(C)(C)OC(=O)N1N=C(C=C1)C1=C(NC=C1)C=1C(=C2C=CN(C2=CC1)C(=O)OC(C)(C)C)C(NC(C)(C)C)=O tert-butyl 5-(3-(1-(tert-butoxycarbonyl)-1H-pyrazol-3-yl)-1H-pyrrol-2-yl)-4-(tert-butylcarbamoyl)-1H-indole-1-carboxylate